Ethyl (S)-3-((tert-butoxycarbonyl) amino)-4,4-difluorocyclohex-1-ene-1-carboxylate C(C)(C)(C)OC(=O)N[C@H]1C=C(CCC1(F)F)C(=O)OCC